C(C1=CC=CC=C1)OCC[C@H]1OCC1 (S)-2-(2-(benzyloxy)ethyl)oxetane